NC=1C=C(C=CC1)S(=O)(=O)NC1=NC(=CC(=N1)Cl)C1=C(C=CC=C1)C(C)C 3-amino-N-[4-chloro-6-(2-isopropylphenyl)pyrimidin-2-yl]benzenesulfonamide